ClC=1N=C2C(=C(C(NC2=CC1)=O)C(\C=C\C1=CC=C(C=C1)C)=O)C (E)-6-chloro-4-methyl-3-(3-(p-tolyl)acryloyl)-1,5-naphthyridin-2(1H)-one